NC(CCC1CC1)(C1=CC=C(C=C1)C#N)C=1C=CC(=C(C1)NC(=O)C1=CC(=NN1C1=CC(=CC=C1)CN)C(F)(F)F)F (-)-N-(5-(1-amino-1-(4-cyanophenyl)-3-cyclopropylpropyl)-2-fluorophenyl)-1-(3-(aminomethyl)phenyl)-3-(trifluoromethyl)-1H-pyrazole-5-carboxamide